N[C@@H](CCC(=O)O)C(=O)O.O=CC1=CC(OC)=C(O)C=C1 vanillin glutamate